(Z)-di-tert-butyl ((2-((2'-chloro-5'-methoxy-6-methyl-[4,4'-bipyridine]-3-carbonyl)imino)-5-methoxy-1,3,4-thiadiazol-3(2H)-yl)methyl) phosphate P(=O)(OC(C)(C)C)(OC(C)(C)C)OCN1C(SC(=N1)OC)=NC(=O)C=1C=NC(=CC1C1=CC(=NC=C1OC)Cl)C